C(C)[Si](OCC1C([C@@H]2[C@H](N1C(=O)OC)CCC2)N(C(C(F)(F)F)=O)CC2=CC=C(C=C2)OC)(CC)CC methyl (3aS,6aR)-2-(((triethylsilyl)oxy)methyl)-3-(2,2,2-trifluoro-N-(4-methoxybenzyl)acetamido)hexahydrocyclopenta[b]pyrrole-1(2H)-carboxylate